C1(CCCCC1)S(=O)(=O)C(=[N+]=[N-])S(=O)(=O)C1=CC(=CC=C1)Cl cyclohexylsulfonyl-(3-chlorophenylsulfonyl)diazomethane